1-tert-butyl-N-{[3-(4-{[(3R,4R)-1-tert-butyl-3-fluoropiperidin-4-yl]amino}-1-(2,2,2-trifluoroethyl)-1H-indol-2-yl)-1,2,4-oxadiazol-5-yl]methyl}-1H-pyrrole-3-carboxamide C(C)(C)(C)N1C=C(C=C1)C(=O)NCC1=NC(=NO1)C=1N(C2=CC=CC(=C2C1)N[C@H]1[C@@H](CN(CC1)C(C)(C)C)F)CC(F)(F)F